3-oxo-3-phenyl-2-((2H10)Piperidin-1-yl)propionitrile O=C(C(C#N)N1C(C(C(C(C1([2H])[2H])([2H])[2H])([2H])[2H])([2H])[2H])([2H])[2H])C1=CC=CC=C1